(2S,4R)-N-((4-carbamimidoylthiophen-2-yl)methyl)-1-((9,9-difluoro-9H-fluorene-3-carbonyl)glycyl)-4-(difluoromethoxy)pyrrolidine-2-carboxamide C(N)(=N)C=1C=C(SC1)CNC(=O)[C@H]1N(C[C@@H](C1)OC(F)F)C(CNC(=O)C=1C=CC=2C(C3=CC=CC=C3C2C1)(F)F)=O